FC(C=1C=C(C(=C(C#N)C1)C)OC1=C(N=CN(C1=O)CC=1C(NC=CC1)=O)C(C(F)F)(F)F)F 5-(difluoromethyl)-2-methyl-3-((6-oxo-1-((2-oxo-1,2-dihydropyridin-3-yl)methyl)-4-(1,1,2,2-tetrafluoroethyl)-1,6-dihydropyrimidin-5-yl)oxy)benzonitrile